FC1(CCC2=C1N=C(N=C2C2=CC=C(C=C2)C2(COC2)N)N2C(CC2)C(F)(F)F)F 3-[4-[7,7-difluoro-2-[2-(trifluoromethyl)azetidin-1-yl]-5,6-dihydrocyclopenta[d]pyrimidin-4-yl]phenyl]oxetan-3-amine